CC1=CCC(CC1)C(C)(C)O 2-(4-methyl-3-cyclohexen-1-yl)-2-propanol